OC(CCNCCCC(=O)OCCCCCCCCCC)(C)C decyl 4-((3-hydroxy-3-methylbutyl)amino)butyrate